((benzenesulfonyl)methyl)pyridine tert-butyl-N-[(1S)-1-[3-[3-(trifluoromethyl)phenyl]-1,2,4-oxadiazol-5-yl]ethyl]carbamate C(C)(C)(C)OC(N[C@@H](C)C1=NC(=NO1)C1=CC(=CC=C1)C(F)(F)F)=O.C1(=CC=CC=C1)S(=O)(=O)CC1=NC=CC=C1